C(C1=CC=CC=C1)N1C[C@@]2(C[C@@]2(C1)C(F)(F)F)C=1OC(=NN1)C1CCN(CC1)C 2-((1S,5R)-3-benzyl-5-(trifluoromethyl)-3-azabicyclo[3.1.0]hexane-1-yl)-5-(1-methylpiperidin-4-yl)-1,3,4-oxadiazole